FC(C(=O)[O-])(F)F.O=C1N(C(C2C3C=CC(C12)O3)=O)C(C[NH3+])COC3=C(C(=CC=C3)C)C=O 2-(1,3-dioxo-1,3,3a,4,7,7a-hexahydro-2H-4,7-epoxyisoindol-2-yl)-3-(2-formyl-3-methylphenoxy)propan-1-aminium 2,2,2-trifluoro-acetate